CCC(=CCCC(=CCCC(=CC(=O)O)C)C)C.C(C=C(C)CCC=C(C)CCC=C(C)C)(=O)OC Methyl Farnesoate (Methyl Farnesoate)